tert-Butyl N-[2-[2-[4-cyano-2-[(4-pyrrolidin-1-ylpyrazol-1-yl)methyl]phenyl]pyrimidin-5-yl]ethyl]carbamate C(#N)C1=CC(=C(C=C1)C1=NC=C(C=N1)CCNC(OC(C)(C)C)=O)CN1N=CC(=C1)N1CCCC1